N-cyclooctylhydroxylamine C1(CCCCCCC1)NO